5-[(4R-10bS)-8-[(2R)-2-(hydroxymethyl)piperazin-1-yl]-4-methyl-3,4,6,10b-tetrahydro-1H-pyrazino[2,1-a]isoindol-2-yl]quinoline-8-carbonitrile OC[C@@H]1N(CCNC1)C=1C=C2CN3[C@@H](C2=CC1)CN(C[C@H]3C)C3=C1C=CC=NC1=C(C=C3)C#N